FC1(CCN(CC1)C=1N=CC2=C(N1)C=CN2C)C(=O)N2CCOC1=C(C2)C=NC=C1C#N 4-[4-fluoro-1-(5-methylpyrrolo[3,2-d]pyrimidin-2-yl)piperidine-4-carbonyl]-3,5-dihydro-2H-pyrido[3,4-f][1,4]oxazepine-9-carbonitrile